C(CCCC(=O)OC(C)(C)C)(=O)OC(C)(C)C Di-tert-butyl glutarate